C1=C(CCCCC1)C1=CCCCCC1 2,1-bicycloheptene